ClC=1C(=NC(=NC1)NC1=C(C=C(C(=C1)CC)N1CC2(C1)CCN(CC2)C)OC)NC2=CC=C(C(=C2P(C)(C)=O)C)C (6-((5-chloro-2-((5-ethyl-2-methoxy-4-(7-methyl-2,7-diazaspiro[3.5]nonane-2-yl)phenyl)amino)pyrimidin-4-yl)amino)-2,3-dimethylphenyl)dimethylphosphine oxide